C(C(=C)C)(=O)OCCC[Si](OCC)(OCC)C gamma-methacryloxypropylmethyldiethoxysilane